ClC=1C(=CC=C2C=CC=C(C12)N1CC=2N=C(N=C(C2CC1)N1CC2CCC(C1)N2C(=O)OC(C)(C)C)OC[C@H]2N(CCC2)C)F tert-butyl 3-(7-(8-chloro-7-fluoronaphthalen-1-yl)-2-(((S)-1-methylpyrrolidin-2-yl) methoxy)-5,6,7,8-tetrahydropyrido[3,4-d]pyrimidin-4-yl)-3,8-diazabicyclo[3.2.1]octane-8-carboxylate